1-[4-(2,3-Dichlorophenyl)piperazin-1-yl]-2-{3-[(2R,6S)-2,6-dimethylmorpholin-4-carbonyl]-5,6-dihydrocyclopenta[c]pyrazol-1(4H)-yl}ethan-1-on ClC1=C(C=CC=C1Cl)N1CCN(CC1)C(CN1N=C(C2=C1CCC2)C(=O)N2C[C@H](O[C@H](C2)C)C)=O